C1(CC1)C1=NN(C=C1)C1CC2(CN(C2)C(=O)C=2C=NC(=C(C2)C)OCC2(CC2)C(F)(F)F)C1 [6-(3-cyclopropylpyrazol-1-yl)-2-azaspiro[3.3]heptan-2-yl]-[5-methyl-6-[[1-(trifluoromethyl)cyclopropyl]methoxy]-3-pyridyl]methanone